phthalidecarboxylate C1(=O)OC(C2=CC=CC=C12)C(=O)[O-]